C(CCC)C1=CN=C(C(=N1)N1CCC(CC1)(C(=O)O)C)C1=CC=C(C=C1)OC 1-(6-butyl-3-(4-methoxyphenyl)pyrazin-2-yl)-4-methylpiperidine-4-carboxylic acid